3-(chloromethyl)-5-fluoropyridine hydrochloride Cl.ClCC=1C=NC=C(C1)F